C1(CCCCC1)CC1=NOC(=N1)CC(C(=O)OC(C)(C)C)P(=O)(OCC)OCC tert-butyl 3-(3-(cyclohexylmethyl)-1,2,4-oxadiazol-5-yl)-2-(diethoxyphosphoryl)propanoate